FC1(CCC(C(C1)=O)(OC)OC)F 5,5-difluoro-2,2-dimethoxycyclohexane-1-one